(S)-2-amino-3-(4-((7-((5-fluoro-[1,1'-biphenyl]-2-yl)methyl)-7H-pyrrolo[2,3-d]pyrimidine-4-yl)oxy)phenyl)propionic acid hydrochloride Cl.N[C@H](C(=O)O)CC1=CC=C(C=C1)OC=1C2=C(N=CN1)N(C=C2)CC2=C(C=C(C=C2)F)C2=CC=CC=C2